ClC=1C(N(C(=CC1OC([2H])([2H])C1=NC=C(C=C1F)F)C)C1=CC(=NC=C1C)C1=CC=C2C(=N1)C(C(N2)=O)(C)C)=O 5-(3-chloro-4-((3,5-difluoropyridin-2-yl)methoxy-d2)-5',6-dimethyl-2-oxo-2H-[1,4'-bipyridin]-2'-yl)-3,3-dimethyl-1,3-dihydro-2H-pyrrolo[3,2-b]pyridin-2-one